2-Bromo-6,7-dihydro-5H-pyrazolo[5,1-b][1,3]oxazine-3-carboxylic acid BrC1=NN2C(OCCC2)=C1C(=O)O